C(N)(=O)OC(=O)N1C(CCC1)COCC1=CC=CC=C1 carbamoyl-2-((benzyloxy)methyl)pyrrolidine-1-carboxylate